FC1(CN(CC1)C1=NC=C(C(=C1NC(=O)C=1C=NC(=NC1)C(C)C)C1=C(C=CC=C1)F)F)F N-(2-(3,3-difluoropyrrolidin-1-yl)-5-fluoro-4-(2-fluorophenyl)pyridin-3-yl)-2-isopropylpyrimidine-5-carboxamide